tert-butyl (3S,4R)-3-fluoro-4-{[2-(3-{[2-(methoxymethoxy)-4-(methylcarbamoyl)phenyl] amino}prop-1-yn-1-yl)-3-[(trifluoromethyl)sulfanyl]indolizin-8-yl]amino}piperidine-1-carboxylate F[C@H]1CN(CC[C@H]1NC1=CC=CN2C(=C(C=C12)C#CCNC1=C(C=C(C=C1)C(NC)=O)OCOC)SC(F)(F)F)C(=O)OC(C)(C)C